FC=1C(=C(C=CC1F)C(=O)N1CC(C1)(O)[C@@H](C)NC([C@](C(F)(F)F)(C1=CC=CC=C1)OC)=O)NC1=C(C=C(C=C1)I)F (2S)-N-{(1R)-1-[1-({3,4-difluoro-2-[(2-fluoro-4-iodophenyl)amino]phenyl}carbonyl)-3-hydroxyazetidin-3-yl]ethyl}-3,3,3-trifluoro-2-(methyloxy)-2-phenylpropanamide